(E)-2-[(3R)-3-[4-amino-3-(2-fluoro-4-phenoxyphenyl)pyrazolo[3,4-d]pyrimidin-1-yl]piperidine-1-carbonyl]-4-methyl-4-[4-(oxetan-3-yl)piperazin-1-yl]pent-2-enenitrile NC1=C2C(=NC=N1)N(N=C2C2=C(C=C(C=C2)OC2=CC=CC=C2)F)[C@H]2CN(CCC2)C(=O)\C(\C#N)=C\C(C)(N2CCN(CC2)C2COC2)C